BrC1=CC=C(C=C1)CCN1C(=NC2=C1C=CC(=C2)C#N)NC(=O)C=2SC=CC2 N-(1-(4-bromophenyl-ethyl)-5-cyano-1H-benzo[d]imidazol-2-yl)thiophene-2-carboxamide